methyl 7-ethoxy-10-methyl-10H-phenothiazine-2-carboxylate C(C)OC=1C=C2SC=3C=CC(=CC3N(C2=CC1)C)C(=O)OC